1,2-bis(benzenesulfinyl)ethane C1(=CC=CC=C1)S(=O)CCS(=O)C1=CC=CC=C1